ketofructose OCC(=O)[C@@H](O)[C@H](O)[C@H](O)CO